The molecule is a purine derivative that consists of glycine having a purin-6-oyl group attached to the amino function via an amide bond. It is a member of purines, a monocarboxylic acid amide and a N-acylglycine. It derives from a glycine. C1=NC2=NC=NC(=C2N1)C(=O)NCC(=O)O